(2-methyl-2-phenylethyl)methyldichlorosilane CC(C[Si](Cl)(Cl)C)C1=CC=CC=C1